C(CC)S(=O)(=O)OC=1C=C(C=CC1)NC(=O)NC1=CC(=CC=C1)OS(=O)(=O)CCC N,N'-di-[3-(1-propanesulfonyloxy)phenyl]urea